1,2-bis(bromomethyl)cyclohexane BrCC1C(CCCC1)CBr